C(C)(C)(C)OC(=O)NC(C(=O)OC(C)(C)C)CCC1CCCC1 tert-Butyl 2-(tert-butoxycarbonylamino)-4-cyclopentylbutanoate